5H-benzo[4,5]thiano[3,2-c]carbazole C1=CC=CC2=C1CSC1=C2CC=C2N=C3C=CC=CC3=C12